2-(3-(5-(tert-butyl)isoxazol-3-yl)-1-methylureido)-5-oxo-5H-thieno[3,2-b]pyran-6-carboxylic acid C(C)(C)(C)C1=CC(=NO1)NC(N(C)C1=CC=2OC(C(=CC2S1)C(=O)O)=O)=O